C(C)C=1N=C(NC1)C1=C(C=CC=C1)O 4(s)-ethyl-2-(2-hydroxyphenyl)imidazole